C(OC(C)Cl)(OCC=1OC(OC1)(C)C)=O 1-chloroethyl (((S)-2,2-dimethyl-1,3-dioxol-4-yl) methyl) carbonate